FC1=NC(=CC(=C1)C1=CC=2C(=NC=CC2C=2C=C3C(=NNC3=CC2)N)N1)CNC1=CC=CC=C1 5-(2-(2-Fluoro-6-((phenylamino)methyl)pyridin-4-yl)-1H-pyrrolo[2,3-b]pyridin-4-yl)-1H-indazol-3-amine